Methyl 4-[3-(2,6-dichloro-4-fluorobenzoyl)-2,4-dihydro-1,3-benzoxazin-8-yl]-5-fluoro-2-(8-oxa-3-azabicyclo[3.2.1]octan-3-yl)benzoate ClC1=C(C(=O)N2COC3=C(C2)C=CC=C3C3=CC(=C(C(=O)OC)C=C3F)N3CC2CCC(C3)O2)C(=CC(=C1)F)Cl